6-(Pyrrolidin-2-yl)picolinic acid ethyl ester C(C)OC(C1=NC(=CC=C1)C1NCCC1)=O